6-(5-{[(1S,2S,3R)-2-fluoro-8-azabicyclo[3.2.1]octan-3-yl](methyl)amino}pyrazin-2-yl)-5-hydroxy-2-methyl-4H-chromen-4-one F[C@H]1[C@@H]2CCC(C[C@H]1N(C=1N=CC(=NC1)C=1C(=C3C(C=C(OC3=CC1)C)=O)O)C)N2